4-(2-bromo-1-(2-fluorophenyl)-1H-imidazol-4-yl)-N-(1-(methylsulfonyl)piperidin-4-yl)-5-(trifluoromethyl)pyrimidin-2-amine BrC=1N(C=C(N1)C1=NC(=NC=C1C(F)(F)F)NC1CCN(CC1)S(=O)(=O)C)C1=C(C=CC=C1)F